M-aminophenyltrimethoxysilane NC=1C=C(C=CC1)[Si](OC)(OC)OC